3-(1-oxo-5-(6-(piperidin-4-yl)-2,6-diazaspiro[3.3]heptan-2-yl)isoindolin-2-yl)piperidine-2,6-dione O=C1N(CC2=CC(=CC=C12)N1CC2(C1)CN(C2)C2CCNCC2)C2C(NC(CC2)=O)=O